BrC1=C(C(=C(C=C1)S(=O)(=O)N1CCC(CC1)CNC(CCl)=O)F)F N-((1-((4-Bromo-2,3-difluorophenyl)sulfonyl)piperidin-4-yl)methyl)-2-chloroacetamide